3-[5-(3-Fluoro-phenyl)-[1,3,4]oxadiazol-2-yl]-8-methoxy-chromen-2-one FC=1C=C(C=CC1)C1=NN=C(O1)C=1C(OC2=C(C=CC=C2C1)OC)=O